[3-[dimethyl [2-(trimethylsilyl) ethyl] silyl] propyl] ethyl carbonate C(OCCC[Si](CC[Si](C)(C)C)(C)C)(OCC)=O